2-(6,7-dihydro-5H-pyrrolo[1,2-c]imidazol-1-yl)-2-[4-fluoro-1-oxo-6-(4-piperazin-1-ylphenyl)isoindolin-2-yl]-N-thiazol-2-yl-acetamide C1(=C2N(C=N1)CCC2)C(C(=O)NC=2SC=CN2)N2C(C1=CC(=CC(=C1C2)F)C2=CC=C(C=C2)N2CCNCC2)=O